2-Fluoro-N-[1-(methoxymethyl)cyclopropyl]-4-[7-(1-quinolin-6-ylcyclopropyl)imidazo[1,2-b][1,2,4]triazin-2-yl]benzamide FC1=C(C(=O)NC2(CC2)COC)C=CC(=C1)C=1C=NC=2N(N1)C(=CN2)C2(CC2)C=2C=C1C=CC=NC1=CC2